C(C1=CC=CC=C1)S(=O)(=O)OC1=C(C=CC=C1)NC(=O)NC1=C(C=CC=C1)OS(=O)(=O)CC1=CC=C(C=C1)OC N-[2-(benzylsulfonyloxy)phenyl]-N'-[2-(p-methoxybenzylsulfonyloxy)phenyl]urea